5-(((1r,4r)-4-aminocyclohexyl)oxy)quinoline-8-carbonitrile NC1CCC(CC1)OC1=C2C=CC=NC2=C(C=C1)C#N